C(C)[C@@]1(N(CCC1)CCCCCC(=O)[O-])CO (S)-6-(2-Ethyl (hydroxymethyl)pyrrolidin-1-yl)hexanoate